BrC=1C(=C(C=CC1)NC1=NC=NC2=CC(=CC=C12)C(=O)NCCCCCCNC=1C2=CC=CC=C2N=C2CCCCC12)Cl 4-((3-bromo-2-chlorophenyl)amino)-N-(6-((1,2,3,4-tetrahydroacridin-9-yl)amino)hexyl)quinazolin-7-carboxamide